FC(C1CC(CCC1)N)(F)F 3-(trifluoromethyl)cyclohexylamine